NC1=C(C=CC(=N1)C#N)C1=CC=CC=2N1N=CN2 6-amino-5-{[1,2,4]triazolo[1,5-a]pyridin-5-yl}pyridine-2-carbonitrile